C(C)(C)(C)[Si](OCC1=C(C=CC(=C1)OCC#C)OC(F)(F)F)(C)C tert-butyldimethyl-((5-(2-propyn-1-yloxy)-2-(trifluoromethoxy)benzyl)oxy)silane